(R)-4-(4-(4-((1-acryloylpyrrolidin-3-yl)methoxy)-6-aminopyrimidin-5-yl)phenoxy)benzonitrile C(C=C)(=O)N1C[C@@H](CC1)COC1=NC=NC(=C1C1=CC=C(OC2=CC=C(C#N)C=C2)C=C1)N